2-acetamido-acetaldehyde C(C)(=O)NCC=O